di-tertiary butoxytitanium bisethyl-acetoacetate C(C)C(C(CC(=O)[O-])=O)CC.C(C)(C)(C)O[Ti+2]OC(C)(C)C.C(C)C(C(CC(=O)[O-])=O)CC